4-{[3-bromo-1-(4-methylbenzene-1-sulfonyl)-1H-pyrrolo[2,3-b]pyridin-4-yl]oxy}-3,5-difluoroaniline BrC1=CN(C2=NC=CC(=C21)OC2=C(C=C(N)C=C2F)F)S(=O)(=O)C2=CC=C(C=C2)C